Racemic-N-(8,9-difluoro-6-oxo-1,2,3,4,5,6-hexahydrobenzo[c][1,7]naphthyridin-1-yl)-7-fluoro-N-methyl-1H-indole-2-carboxamide FC=1C(=CC2=C(C(NC=3CNC[C@@H](C23)N(C(=O)C=2NC3=C(C=CC=C3C2)F)C)=O)C1)F |r|